OC(C(=O)C1=CC=CC=C1)(CC=C)C 2-hydroxy-2-methyl-1-phenylpent-4-en-1-one